((4-chlorobenzyl)thio)-1,3,4-thiadiazol-2-amine ClC1=CC=C(CSC2=NN=C(S2)N)C=C1